C(C)(C)(C)OC(=O)N1CCC(CC1)N1CCC(CC1)C#C 4-ethynyl-[1,4'-bipiperidin]-1'-carboxylic acid tert-butyl ester